C(C(C)C)N1N=C(C(=C1C(C)(C)C)O)C(C)(C)C 1-isobutyl-3,5-di-tert-butyl-4-hydroxy-pyrazole